COC(CCCCCCCC1C2C=CC(C1)C2)=O bicyclo[2.2.1]Hept-5-ene-2-octanoic acid methyl ester